C1CCN2CCCC12COC1=NC=2CC3(CCC2C(=N1)N1C[C@@H](NCC1)CC#N)CCCC1=CC=CC=C13 2-((2S)-4-(2'-((Tetrahydro-1H-pyrrolizin-7a(5H)-yl)methoxy)-3,4,5',8'-tetrahydro-2H,6'H-spiro[naphthalene-1,7'-quinazolin]-4'-yl)piperazin-2-yl)acetonitrile